(2R)-2-(6-{5-chloro-2-[(oxan-4-yl)amino]pyrimidin-4-yl}-1-oxo-2,3-dihydro-1H-isoindol-2-yl)-N-[(1R)-1-{6-[3-(dimethylamino)azetidin-1-yl]pyridin-2-yl}ethyl]propanamide ClC=1C(=NC(=NC1)NC1CCOCC1)C1=CC=C2CN(C(C2=C1)=O)[C@@H](C(=O)N[C@H](C)C1=NC(=CC=C1)N1CC(C1)N(C)C)C